ClC1=CC=C(CN2[C@@]3(CCN(C3)C(=O)NCC)C(N(CC2=O)C(C)C)=O)C=C1 (R)-6-(4-chlorobenzyl)-N-ethyl-9-isopropyl-7,10-dioxo-2,6,9-triazaspiro[4.5]decane-2-carboxamide